7-[7-fluoro-3-(methoxymethoxy)-8-[2-(triisopropylsilyl)ethynyl]naphthalen-1-yl]-2-(methylsulfanyl)pyrido[4,3-d]pyrimidin-5-yl-2-(trifluoromethyl)azetidine FC1=CC=C2C=C(C=C(C2=C1C#C[Si](C(C)C)(C(C)C)C(C)C)C1=CC=2N=C(N=CC2C(=N1)N1C(CC1)C(F)(F)F)SC)OCOC